NC1=CC2=C(N(C(=N2)[C@@H]2C[C@@H](CC2)NC2=NC=C(C=N2)C#N)C)C=C1 2-(((1R,3S)-3-(5-amino-1-methyl-1H-benzo[d]imidazol-2-yl)cyclopentyl)amino)pyrimidine-5-carbonitrile